cyclopropylethynylboronic acid pinacol ester C1(CC1)C#CB1OC(C)(C)C(C)(C)O1